CO[C@H](CO)C1=NC(=CC(=N1)N1N=C(C=C1)C1=CC(=CC=C1)OC)N1CCOCC1 (S)-2-methoxy-2-(4-(3-(3-methoxyphenyl)-1H-pyrazol-1-yl)-6-morpholinopyrimidin-2-yl)ethan-1-ol